COC1=C(C=C(C=C1)OC1=CC=C(C=C1)C(F)(F)F)NC(=O)C12S(CCN1C(CC2)=O)(=O)=O N-(2-Methoxy-5-(4-(trifluoromethyl)phenoxy)phenyl)-5-oxotetra-hydropyrrolo[2,1-b]thiazole-7a(5H)-carboxamide 1,1-dioxide